4-(azetidin-1-yl)-1-(o-tolyl)-7-(trifluoromethyl)quinazolin-2(1H)-one N1(CCC1)C1=NC(N(C2=CC(=CC=C12)C(F)(F)F)C1=C(C=CC=C1)C)=O